(2S,4S)-4-fluoro-1-[2-[(3S)-3-[(3-methoxy-5-quinolyl)amino]pyrrolidin-1-yl]acetyl]pyrrolidine-2-carbonitrile F[C@H]1C[C@H](N(C1)C(CN1C[C@H](CC1)NC1=C2C=C(C=NC2=CC=C1)OC)=O)C#N